1-(4-bromo-2-fluorophenyl)-N-(4-((2-(ethylcarbamoyl)pyridin-4-yl)oxy)-3-fluorophenyl)-4-oxo-1,4-dihydroquinoline-3-carboxamide BrC1=CC(=C(C=C1)N1C=C(C(C2=CC=CC=C12)=O)C(=O)NC1=CC(=C(C=C1)OC1=CC(=NC=C1)C(NCC)=O)F)F